C(CCC)C(CCCCCCCCC[N-]CCCC)CCCCCC 10,N-dibutyl-hexadecyl-monoamide